CN(C)CC=1N(C(=CN1)C1=CC=C(OC2=C(C=O)C(=CC=C2)OC)C=C1)C 2-(4-(2-((dimethylamino)methyl)-1-methyl-1H-imidazol-5-yl)phenoxy)-6-methoxybenzaldehyde